3-thioxocyclobut-1-enethiolate S=C1C=C(C1)[S-]